C1(C(CC(CC1)CCC(=O)OCCCCCCC)CCC(=O)OCCCCCCC)CCC(=O)OCCCCCCC tri(n-heptyl) cyclohexane-1,2,4-tripropionate